OCC(C1=NC(=NO1)C1=CC=C(C=C1)C(F)(F)F)NC(=O)C1=NNC2=CC=CC=C12 N-(2-Hydroxy-1-{3-[4-(trifluoromethyl)phenyl]-1,2,4-oxadiazol-5-yl}ethyl)-1H-indazol-3-carboxamid